FC1(OC(OC(C1(F)F)(F)F)(C(F)(F)F)C(F)(F)F)F perfluoro(2,2-dimethyl-1,3-dioxan)